3a-androstenediol C[C@]12CC[C@H]3[C@H]([C@@H]1CC[C@@H]2O)CCC4=C[C@@H](CC[C@]34C)O